FC=1C=C(C=C(C1)F)[C@@H]1N(OCC1)C1=CC(=NC=N1)NC1=C(C=C(C(=C1)C)N1CCC(CC1)N1CCN(CC1)C)OC (R)-6-(3-(3,5-difluorophenyl)isoxazolidin-2-yl)-N-(2-methoxy-5-methyl-4-(4-(4-methylpiperazin-1-yl)piperidin-1-yl)phenyl)pyrimidin-4-amine